ethyl 4-(8-chloro-5,6-dihydro-11H-benzo-[5,6]cyclohepta[1,2-b]-pyridin-11-ylidene)-piperidine-1-carboxylate ClC=1C=CC2=C(CCC=3C(=NC=CC3)C2=C2CCN(CC2)C(=O)OCC)C1